OC1CN(C1)C1=C2C(=NC=C1)N(N=C2C2CN(C2)C(=O)OC(C)(C)C)C2=CC=C(C=C2)OC(F)(F)F tert-butyl 3-(4-(3-hydroxyazetidin-1-yl)-1-(4-(trifluoromethoxy)phenyl)-1H-pyrazolo[3,4-b]pyridin-3-yl)azetidine-1-carboxylate